ClC1=C2C(N(C(NC2=C(C=C1)S(=O)(=O)C=1C=C2C=NN(C2=CC1)C)=O)O)=O 5-chloro-3-hydroxy-8-((1-methyl-1H-indazol-5-yl)sulfonyl)quinazoline-2,4(1H,3H)-dione